Ethylene glycol dibehenate C(CCCCCCCCCCCCCCCCCCCCC)(=O)OCCOC(CCCCCCCCCCCCCCCCCCCCC)=O